FC1=CC=C(C=C1)C1(CCOCC1)CNC1=CC(=NC=2N1N=CN2)C N-[[4-(4-fluorophenyl)tetrahydro-2H-pyran-4-yl]methyl]-5-methyl-[1,2,4]triazolo[1,5-a]pyrimidin-7-amine